FC=1C=CC(=NC1)[C@@H](C)OC=1C=2N(C=CC1)N=CC2 4-((R)-1-(5-fluoropyridin-2-yl)ethoxy)pyrazolo[1,5-a]pyridine